(S)-3-acetamido-4-(((S)-1-((5-(azetidin-3-ylmethoxy)-2-methylbenzyl)amino)-1-oxo-4-phenylbutan-2-yl)amino)-4-oxobutanoic acid C(C)(=O)N[C@@H](CC(=O)O)C(=O)N[C@H](C(=O)NCC1=C(C=CC(=C1)OCC1CNC1)C)CCC1=CC=CC=C1